4-(1-(3-isopropyl-4-methyl-2-(8-methyl-[1,2,4]triazolo[1,5-a]pyridin-6-yl)-1H-pyrrolo[2,3-c]pyridin-5-yl)piperidin-4-yl)thiomorpholine 1,1-dioxide C(C)(C)C1=C(NC2=CN=C(C(=C21)C)N2CCC(CC2)N2CCS(CC2)(=O)=O)C=2C=C(C=1N(C2)N=CN1)C